C1=C(C=C(C=C1Cl)Br)Cl 3,5-dichlorobromobenzene